P(=O)([O-])([O-])[O-].OCCOCC[N+](CCCCCCCCCCCCCCCCCC)(CCOCCO)CCOCCO.OCCOCC[N+](CCOCCO)(CCOCCO)CCCCCCCCCCCCCCCCCC.OCCOCC[N+](CCOCCO)(CCOCCO)CCCCCCCCCCCCCCCCCC tris[2-(2-hydroxyethoxy)ethyl]-octadecyl-ammonium phosphate